C1(CCCCC1)CNC1=C(C=CC=C1)C=CC(=O)NO 3-(2-(cyclohexylmethylamino)phenyl)-N-hydroxyacrylamide